CC(C=C1C(C(C(CC1(C)C)N)=CC(CN(CC(C)O)CC(C)O)(C)C)(C)CN)(CN(CC(C)O)CC(C)O)C bis(2,2-dimethyl-3-bis(2-hydroxypropyl)aminopropylidene)-1-amino-3-aminomethyl-3,5,5-trimethylcyclohexane